(R)-(-)-2-phenylglycerine C1(=CC=CC=C1)OC(CO)CO